butyl (2-oxoazepan-3-yl)carbamate O=C1NCCCCC1NC(OCCCC)=O